[Si](C)(C)(C(C)(C)C)OC[C@@H]1N([C@H](C2=CC=CC(=C2C1)C=1C=NN(C1)C)C)C(CC1=C2C(=NN(C2=CC=C1Cl)C)Cl)=O 1-[(1S,3R)-3-[[tert-butyl(dimethyl)silyl]oxymethyl]-1-methyl-5-(1-methylpyrazol-4-yl)-3,4-dihydro-1H-isoquinolin-2-yl]-2-(3,5-dichloro-1-methyl-indazol-4-yl)ethanone